(4-boranylphenyl)methane BC1=CC=C(C=C1)C